CC1=CC=C(C=C1)S(=O)(=O)O.OCC1=CC=C(C=C1)C=1C=C2C(=NNC2=CC1)NC(=O)C1CCN(CC1)C N-{5-[4-(hydroxymethyl)phenyl]-1H-indazol-3-yl}-1-methylpiperidine-4-carboxamide p-toluenesulfonate